6-(8-chloro-4-(2-(2-chloropyridin-3-yl)propan-2-yl)-5,6-dihydro-4H-[1,4]oxazepino[5,6,7-de]quinazolin-9-yl)-N,N-bis(4-methoxybenzyl)-4-methyl-5-(trifluoromethyl)pyridin-2-amine ClC1=C2C=3C(=NC=NC3C=C1C1=C(C(=CC(=N1)N(CC1=CC=C(C=C1)OC)CC1=CC=C(C=C1)OC)C)C(F)(F)F)N(CCO2)C(C)(C)C=2C(=NC=CC2)Cl